CC(C)N(C(C)C)P(OCCC#N)OCCC#N 3-({[bis(propan-2-yl)amino](2-cyanoethoxy)phosphino}oxy)propionitrile